(2R)-2-(6-{5-chloro-2-[(6-methoxypyridin-3-yl)amino]pyrimidin-4-yl}-1-oxo-2,3-dihydro-1H-isoindol-2-yl)-N-[(1S)-1-(3-fluoro-5-methoxyphenyl)-2-hydroxyethyl]propionamide ClC=1C(=NC(=NC1)NC=1C=NC(=CC1)OC)C1=CC=C2CN(C(C2=C1)=O)[C@@H](C(=O)N[C@H](CO)C1=CC(=CC(=C1)OC)F)C